CC1CCN(CC1)C1C[C@H]2CC[C@@H](C1)N2S(=O)(=O)C=2N=NN(C2)C2=CC=CC=C2 (1R,3s,5S)-3-(4-Methylpiperidin-1-yl)-8-((1-phenyl-1H-1,2,3-triazol-4-yl)sulfonyl)-8-azabicyclo[3.2.1]octane